FC1=C(OC2CCN(CC2)C=2N=C3C(=NC2N[C@@H]2COCC2)C=NC=C3)C=CC(=C1)F (S)-2-(4-(2,4-difluorophenoxy)piperidin-1-yl)-N-(tetrahydrofuran-3-yl)pyrido[3,4-b]pyrazin-3-amine